FC1=C2C(=NN=C(C2=C(C(=C1F)F)F)C1=C(C=C(C=C1)F)F)C1=C(C=C(C=C1)F)F 5,6,7,8-tetrafluoro-1,4-bis(2,4-difluorophenyl)phthalazine